2-(2,6-Dioxopiperidin-3-yl)-5-((4-(4-(4-(5-(2-Fluoro-6-methoxyphenyl)-1H-pyrazolo[4,3-d]pyrimidin-3-yl)phenyl)piperazin-1-yl)-4-oxobutyl)amino)isoindolin-1,3-dion O=C1NC(CCC1N1C(C2=CC=C(C=C2C1=O)NCCCC(=O)N1CCN(CC1)C1=CC=C(C=C1)C1=NNC2=C1N=C(N=C2)C2=C(C=CC=C2OC)F)=O)=O